FC=1C=C(C(=C(C1)NC1=NC=CC=C1)C)N 5-fluoro-2-methyl-N1-(pyridin-2-yl)benzene-1,3-diamine